4-cyclopropyl-3-(isoquinolin-4-yl)-N-(2-(trifluoromethyl)pyridin-4-yl)isothiazole-5-carboxamide C1(CC1)C=1C(=NSC1C(=O)NC1=CC(=NC=C1)C(F)(F)F)C1=CN=CC2=CC=CC=C12